ClC=1C(=NC=CC1C1=C(C(=NC=C1)C1=CC(=C(C(=C1)OC)CNC[C@@H]1CCC(N1)=O)F)Cl)C1=CC(=C(C(=C1)OC)CNC[C@@H]1CCC(N1)=O)F (5S,5'S)-5,5'-(((((3,3'-dichloro-[4,4'-bipyridine]-2,2'-diyl)bis(2-fluoro-6-methoxy-4,1-phenylene))-bis(methylene))bis(azanediyl))bis(methylene))bis(pyrrolidin-2-one)